NC1=C(N=CC(=N1)N1CCC(CC1)(C)NCC1=CC=C(N=N1)N1C(NC(CC1)=O)=O)C1=C(C(=CC=C1)Cl)Cl 1-(6-(((1-(6-amino-5-(2,3-dichlorophenyl)pyrazin-2-yl)-4-methylpiperidin-4-yl)amino)methyl)pyridazin-3-yl)dihydropyrimidine-2,4(1H,3H)-dione